1-chloro-4-ethyl-9H-thioxanthen-9-one ClC1=CC=C(C=2SC3=CC=CC=C3C(C12)=O)CC